benzeneacetaldehyde C1(=CC=CC=C1)CC=O